2-(tert-butoxycarbonyl)-5,5-difluorooctahydrocyclopenta[c]pyrrole-1-carboxylic acid C(C)(C)(C)OC(=O)N1C(C2C(C1)CC(C2)(F)F)C(=O)O